2-(dimethylamino)cyclohexane CN(C1CCCCC1)C